CSCCOC1=CC=C(C=C1)C=1CC2C(CN(C2)C=O)C1 (5-(4-(2-(methylthio)ethoxy)phenyl)-3,3a,4,6a-tetrahydrocyclopenta[c]pyrrol-2(1H)-yl)methanone